3-(4-Pyridyl)-D-alanine N1=CC=C(C=C1)C[C@@H](N)C(=O)O